C(C1=CC=CC=C1)C=1NC(=NN1)C(=O)N[C@@H]1[C@H]2[C@@H](C3=C(NC1=O)C(=CC(=C3)F)F)C2 5-benzyl-N-((1aR,2R,8bS)-5,7-difluoro-3-oxo-1,1a,2,3,4,8b-hexahydrobenzo[b]cyclopropa[d]azepin-2-yl)-4H-1,2,4-triazole-3-carboxamide